BrC1=C(C=C(C=C1)NC(C1=CC=C(C=C1)S(=O)(=O)N1C(CCCC1)C)=O)I N-(4-bromo-3-iodophenyl)-4-((2-methylpiperidin-1-yl)sulfonyl)benzamide